C(C)(C)OC(=O)C1=C(N=NC(=C1C)Cl)OC1=C(C(=CC=C1)C1CC1)F 6-chloro-3-(3-cyclopropyl-2-fluoro-phenoxy)-5-methyl-pyridazine-4-carboxylic acid isopropyl ester